O[C@H]1CN(CC1)C1=NC=C(C(=O)O)C=C1C1=CC=NN1C1OCCCC1 6-((R)-3-hydroxypyrrolidin-1-yl)-5-(1-(tetrahydro-2H-pyran-2-yl)-1H-pyrazol-5-yl)nicotinic acid